NCC[C@H](C1=CC(=CC=C1)C(N[C@@H]1CNCC1)=O)NC(=O)C1=CC=2C(=NC=3CC[C@@H](CC3C2)C(C)(C)C)S1 (S)-N-((R)-3-amino-1-(3-(((S)-pyrrolidin-3-yl)carbamoyl)phenyl)propyl)-6-(tert-butyl)-5,6,7,8-tetrahydrothieno[2,3-b]quinoline-2-carboxamide